tert-butyl 2-((4-(5-ethylpyrimidin-4-yl) piperazin-1-yl) methyl)-6-methoxy-1H-indole-1-carboxylate C(C)C=1C(=NC=NC1)N1CCN(CC1)CC=1N(C2=CC(=CC=C2C1)OC)C(=O)OC(C)(C)C